[N+](=O)([O-])CC=NO Nitroacetaldoxime